Dichloro-5,6-dicyano-1,4-benzoquinone ClC1=C(C(C(=C(C1=O)C#N)C#N)=O)Cl